CC=1C=C(C=CC1)N1N=C2C=CC=CC2=C1 2-(3-methylphenyl)-2H-indazole